2-{3-[(3r,5s)-3,5-dimethylpiperazin-1-yl]-1,2,4-triazin-6-yl}-5-(2-methyl-[1,2,4]triazolo[1,5-a]pyrimidin-6-yl)phenol C[C@@H]1CN(C[C@@H](N1)C)C=1N=NC(=CN1)C1=C(C=C(C=C1)C=1C=NC=2N(C1)N=C(N2)C)O